8-(trifluoromethyl)dibenzo(b,f)(1,4)oxazepin-11(10H)-one FC(C1=CC2=C(OC3=C(C(N2)=O)C=CC=C3)C=C1)(F)F